C(C1=CC=CC=C1)NC(=O)C12NCC3C(C1N(CC2C3)CC3=CC=CC2=CC=CC=C32)CC3=CC=CC=C3 N,7-dibenzyl-1-(naphthalen-1-ylmethyl)octahydro-3aH-3,6-methanopyrrolo[3,2-b]pyridine-3a-carboxamide